[C@H]12CC(C[C@H](CC1)N2)C2=C(C(=O)NC)C=CC(=C2Cl)[C@@H]2[C@H](C2)C2=NN(C1=NC(=CC=C12)C)C ((1R,3s,5S)-8-azabicyclo[3.2.1]oct-3-yl)-3-chloro-4-((1S,2S)-2-(1,6-dimethyl-1H-pyrazolo[3,4-b]pyridin-3-yl)cyclopropyl)-N-methylbenzamide